NC1=C(SC=C1Br)C(=O)OC methyl 3-amino-4-bromothiophene-2-carboxylate